(2R,5S)-2,5-dimethyl-piperazine-1-carboxylic acid tert-butyl ester C(C)(C)(C)OC(=O)N1[C@@H](CN[C@H](C1)C)C